(trideuteriomethyl)butan [2H]C([2H])([2H])CCCC